(1R,2R)-1-[4-[4-(dimethoxymethyl)-1-piperidyl]phenyl]-2-tetrahydropyran-4-yl-tetralin-6-ol COC(C1CCN(CC1)C1=CC=C(C=C1)[C@H]1[C@H](CCC2=CC(=CC=C12)O)C1CCOCC1)OC